methyl (1S,3R)-2-(2-chloroacetyl)-1-(4-(methoxycarbonyl)phenyl)-2,3,4,9-tetrahydro-1H-pyrido[3,4-b]indole-3-carboxylate ClCC(=O)N1[C@H](C=2NC3=CC=CC=C3C2C[C@@H]1C(=O)OC)C1=CC=C(C=C1)C(=O)OC